N-(5-((5-cyanopyridin-2-yl)methoxy)-1,3,4-thiadiazol-2-yl)-4-(2-ethynylphenyl)-6-methylnicotinamide C(#N)C=1C=CC(=NC1)COC1=NN=C(S1)NC(C1=CN=C(C=C1C1=C(C=CC=C1)C#C)C)=O